tri-butyl-methyl-ammonium hydroxide [OH-].C(CCC)[N+](C)(CCCC)CCCC